N[C@H](C(=O)N1[C@@H](C[C@H](C1)O)C(=O)NCC1=CC=C(C=C1)C1=C(N=CS1)C)C(C)(C)C (2S,4R)-1-[(2S)-2-amino-3,3-dimethylbutanoyl]-4-hydroxy-N-{[4-(4-methyl-1,3-thiazol-5-yl)-phenyl]methyl}pyrrolidine-2-carboxamide